C1(CC1)C(=O)NC1=NC=C(C(=O)NC([2H])([2H])[2H])C(=C1)NC=1C2=C(SC1)C=CC(=C2OC)C(C(F)(F)F)OC 6-(Cyclopropanecarboxamido)-4-((4-methoxy-5-(2,2,2-trifluoro-1-methoxyethyl)benzo[b]thiophen-3-yl)amino)-N-(methyl-d3)nicotinamide